FC1=CC=C(C=C1)N1N=CC2=C1C=C1CCN(C[C@]1(C2)C(C2=NC=CC(=C2)C)=O)S(=O)(=O)C=2C=C1CC(N(C1=CC2)C)=O (R)-5-((1-(4-fluorophenyl)-4a-(4-methylpicolinoyl)-4a,5,7,8-tetrahydro-1H-pyrazolo[3,4-g]isoquinolin-6(4H)-yl)sulfonyl)-1-methylindolin-2-one